Hexa(ethoxy)cyclotriphosphazene C(C)OP1(=NP(=NP(=N1)(OCC)OCC)(OCC)OCC)OCC